C([C@H]([C@@H](C(=O)C(=O)[O-])O)O)O The molecule is a ketoaldonate and a member of xylonates. It derives from a D-xylonate. It is a conjugate base of a D-xylulosonic acid.